ClC=1C=C(C=CC1OCC1CC1)CC=O 2-(3-chloro-4-(cyclopropylmethoxy)phenyl)acetaldehyde